CC(C(=O)OC)(C=O)C methyl 2,2-dimethyl-3-oxopropionate